3-(5-(1-((7-fluoroquinolin-2-yl)methyl)piperidin-4-yl)-1-oxoisoindolin-2-yl)piperidine-2,6-dione FC1=CC=C2C=CC(=NC2=C1)CN1CCC(CC1)C=1C=C2CN(C(C2=CC1)=O)C1C(NC(CC1)=O)=O